calcium-bis(((3,5-bis(1,1-dimethylethyl)-4-hydroxyphenyl)methyl) ethylphosphonate) CC(C)(C)C=1C=C(C=C(C1O)C(C)(C)C)CCCP([O-])([O-])=O.CC(C)(C)C=1C=C(C=C(C1O)C(C)(C)C)CCCP([O-])([O-])=O.[Ca+2].[Ca+2]